C(C)(C)N(C(C)C)OP(=O)(ON(C(C)C)C(C)C)OCCC#N 3-bis(diisopropylamino)phosphonooxypropionitrile